C(C)(=O)C=1C=C(C=CC1OCC(CNC(C)(C)C)O)NC(N(CC)CC)=O 3-[3-acetyl-4-[3-(tert-butylamino)-2-hydroxypropoxy]phenyl]-1,1-diethylurea